C(C1=CC=CC=C1)SC=1C=CC(=C2C(CCOC12)NC(OC(C)(C)C)=O)Cl tert-butyl (8-(benzylthio)-5-chlorochroman-4-yl)carbamate